Cl.NCC(=O)C1=CN=CN1CC(F)(F)F 2-amino-1-[1-(2,2,2-trifluoroethyl)-1H-imidazol-5-yl]ethan-1-one hydrogen chloride